NC1=CC=C(C=C1)C1C(COC(C1)(C)C)C(=O)O 4-(4-aminophenyl)-6,6-dimethyl-tetrahydro-2H-pyran-3-carboxylic acid